tert-butyl N-[trans-4-[(4-{imidazo[1,2-a]pyridin-6-yl}phenyl)sulfanyl]cyclohexyl]carbamate N=1C=CN2C1C=CC(=C2)C2=CC=C(C=C2)S[C@@H]2CC[C@H](CC2)NC(OC(C)(C)C)=O